3-(2-Chloro-5,6-dihydrobenzo[b][1]benzazepin-11-yl)-N,N-dimethyl-propan-1-amine ClC1=CC2=C(NC3C(C=C2CCCN(C)C)=CC=CC3)C=C1